FC(OC1=CC=C(OC2=CC=C(C=C2)CC(=O)O)C=C1)(F)F 2-(4-(4-(trifluoromethoxy)phenoxy)phenyl)acetic acid